NC=1C(=NC(=CN1)C1=C(C=C(C=C1)N1[C@@H](CCC1)C)F)C=1C=C2CCNC(C2=CC1)=O (R)-6-(3-amino-6-(2-fluoro-4-(2-methylpyrrolidin-1-yl)phenyl)pyrazin-2-yl)-3,4-dihydroisoquinolin-1(2H)-one